NC(C(=O)NC=1SC=C(N1)/C(/C(=O)NC1B(OC2=C(C1)C=CC=C2C(=O)O)O)=N/OC)CCCCN (Z)-3-(2-(2-(2,6-diaminohexanamido)thiazol-4-yl)-2-(methoxyimino)acetamido)-2-hydroxy-3,4-dihydro-2H-benzo[e][1,2]oxaborinine-8-carboxylic acid